racemic-7-(5-chloro-2-(2-(2-methyl-4-oxo-6-(4-(trifluoromethoxy)piperidin-1-yl)-5,6,7,8-tetrahydroquinazolin-3(4H)-yl)ethoxy)phenyl)-5-methylthieno[3,2-b]pyridine-3-carboxylic acid ClC=1C=CC(=C(C1)C1=C2C(=NC(=C1)C)C(=CS2)C(=O)O)OCCN2C(=NC=1CC[C@H](CC1C2=O)N2CCC(CC2)OC(F)(F)F)C |r|